(R)-N-methyl-N-(2-oxo-2-((6-(trifluoromethoxy)benzo[d]thiazol-2-yl)amino)ethyl)piperazine-2-carboxamide CN(C(=O)[C@@H]1NCCNC1)CC(NC=1SC2=C(N1)C=CC(=C2)OC(F)(F)F)=O